FC1=C(OC2=CC(=C(C=C2)NC(OCC=2C(=C3C(N(CC3=CC2)C2C(NC(CC2)=O)=O)=O)OC)=O)F)C=CC(=C1)F [2-(2,6-dioxopiperidin-3-yl)-4-methoxy-3-oxo-2,3-dihydro-1H-isoindol-5-yl]methyl N-[4-(2,4-difluorophenoxy)-2-fluorophenyl]carbamate